6-[4-methoxy-3,3-di(methyl)-1-piperidyl]-2,6-di(methyl)-3,5,7,8-tetrahydroquinazolin-4-one COC1C(CN(CC1)C1(CC=2C(NC(=NC2CC1)C)=O)C)(C)C